2-(thiophen-3-yl)-N-[(1r,3s)-3-{[2-(trifluoromethyl)quinolin-4-yl]amino}cyclohexyl]acetamide S1C=C(C=C1)CC(=O)N[C@H]1C[C@H](CCC1)NC1=CC(=NC2=CC=CC=C12)C(F)(F)F